CC=1C=C(C=NC1N1CCNCC1)CC1=CN=C2C(=NC(=NN21)O[C@H](C)CCC)N (R)-7-((5-methyl-6-(piperazin-1-yl)pyridin-3-yl)methyl)-2-(pentan-2-yloxy)imidazo[2,1-f][1,2,4]triazin-4-amine